N1=CN=C(C=C1)C=1OC=CC1 pyrimidin-4-ylfuran